ClC=1C=CC=C2C(C=C(OC12)C1=C(OCCN2CC(CC2)C(=O)O)C=CC=C1)=O 1-[2-[2-(8-chloro-4-oxo-chromen-2-yl)phenoxy]ethyl]pyrrolidine-3-carboxylic acid